4-((4-Methyl-2-(methylsulfinyl)-5-oxo-4,5-dihydro-6H-thiazolo[5',4':4,5]Pyrrolo[2,3-d]pyridazin-6-yl)methyl)benzonitrile CN1C2=C(C3=C1C(N(N=C3)CC3=CC=C(C#N)C=C3)=O)SC(=N2)S(=O)C